C(C)(C)(C)OC(=O)N1C2CN(C(C1)CC2)CC2=C(N=C1N2C=CC=C1)C=1C=NC(=CC1)C(C)C tert.-Butyl-5-{[2-(6-isopropylpyridin-3-yl)imidazo[1,2-a]pyridin-3-yl]-methyl}-2,5-diazabicyclo[2.2.2]octan-2-carboxylat